2-bromo-6-fluoro-4-(4-ethylpiperazin-1-yl)pyridin BrC1=NC(=CC(=C1)N1CCN(CC1)CC)F